2-(3-(6-Methoxy-3-(6-(4-(2-methoxyethyl)piperazin-1-yl)pyridin-3-yl)-1H-pyrazolo[4,3-b]pyridin-5-yl)-2-methylphenyl)acetonitrile COC=1C=C2C(=NC1C=1C(=C(C=CC1)CC#N)C)C(=NN2)C=2C=NC(=CC2)N2CCN(CC2)CCOC